1-[3-acetyl-6-[5-(2-morpholinoethoxy)benzimidazol-1-yl]-2-pyridinyl]-5-methyl-pyrazole-3-carbonitrile C(C)(=O)C=1C(=NC(=CC1)N1C=NC2=C1C=CC(=C2)OCCN2CCOCC2)N2N=C(C=C2C)C#N